ClC1=C(C=2N(C=C1)C(=NC2)C2CC2)OC 7-chloro-3-cyclopropyl-8-methoxyimidazo[1,5-a]Pyridine